C(C)N1N=C(C=CC1=O)C(=O)NC1=NC=C(C=C1)CC1=CC(=CC=C1)F 1-ethyl-N-(5-(3-fluorobenzyl)pyridin-2-yl)-6-oxo-1,6-dihydropyridazine-3-carboxamide